(R)-3-(3-(4-(1H-pyrrolo[2,3-b]pyridin-3-yl)-2H-1,2,3-triazol-2-yl)phenyl)-3-hydroxy-1-methylpyrrolidin-2-one N1C=C(C=2C1=NC=CC2)C2=NN(N=C2)C=2C=C(C=CC2)[C@]2(C(N(CC2)C)=O)O